C(CCCCCCCCCCCCCCC(C)C)(=O)OCC(O)CO glyceryl monoisostearate